ClC=1C(=CC2=C(C=3N([C@@H](CO2)C(C)C)C=C(C(C3)=O)C3=NC=CC=C3C)C1)OCCCOC (R)-2-chloro-7-isopropyl-3-(3-methoxypropoxy)-10-(3-methylpyridin-2-yl)-6,7-dihydro-11H-benzo[f]pyrido[1,2-d][1,4]oxazepin-11-one